BrC1=CN=C(S1)N 5-bromothiazol-2-amine